((1-((2-nitro-1H-imidazol-1-yl)methyl)-1H-1,2,3-triazol-4-yl)methyl)-1,2-oxathiane 2,2-dioxide [N+](=O)([O-])C=1N(C=CN1)CN1N=NC(=C1)CC1S(OCCC1)(=O)=O